N-benzyl-4-((4-(2-(hydroxyamino)-2-oxoethyl)piperazin-1-yl)methyl)benzamide C(C1=CC=CC=C1)NC(C1=CC=C(C=C1)CN1CCN(CC1)CC(=O)NO)=O